C(C=C)[C@@]1(CN[C@H]([C@H](C1)C1=CC(=CC=C1)Cl)C1=CC=C(C=C1)Cl)C |r| (+/-)-(3S,5R,6R)-3-allyl-5-(3-chlorophenyl)-6-(4-chlorophenyl)-3-methyltetrahydro-2H-pyridine